FC=1C=C(CC=2C=NN(C2)C(=O)N[C@@H]2C(N(C3=C(OC2)C=CC(=C3)OCC(C3=NC=CC=C3)O)C)=O)C=CC1 4-(3-fluorobenzyl)-N-((3S)-7-(2-hydroxy-2-(pyridin-2-yl)ethoxy)-5-methyl-4-oxo-2,3,4,5-tetrahydrobenzo[b][1,4]oxazepin-3-yl)-1H-pyrazole-1-carboxamide